FC=1C=C(CNC=2C=C3N(C(N2)=O)CC2N3CCCC2)C=CC1 3-((3-fluorobenzyl)amino)-6,7,8,9,9a,10-hexahydro-1H-pyrido[1',2':3,4]imidazo[1,2-c]pyrimidin-1-one